C(C1=CC=CC=C1)NCCNC(C1=CC=CC=C1)(C1=CC=CC=C1)C1=CC=CC=C1 N-benzyl-N'-tritylethane-1,2-diamine